C(=O)(OCC1=CC=CC=C1)N[C@@H](CCCCN)C(=O)O |r| e-CBZ-DL-lysine